4-oxo-1-(2,4,6-trifluorophenyl)-1,4-dihydro-1,8-naphthyridine-3-carboxylic acid O=C1C(=CN(C2=NC=CC=C12)C1=C(C=C(C=C1F)F)F)C(=O)O